O-(7-azabenzotriazole-1-yl)-1,1,3,3-tetramethyluronium hexafluorophosphate F[P-](F)(F)(F)(F)F.N1(N=NC2=C1N=CC=C2)OC(=[N+](C)C)N(C)C